5-phenoxycarbonylbicyclo[2.2.1]Hept-2-ene O(C1=CC=CC=C1)C(=O)C1C2C=CC(C1)C2